2-((((9H-Fluoren-9-yl)methoxy)carbonyl)(propyl)amino)acetic acid C1=CC=CC=2C3=CC=CC=C3C(C12)COC(=O)N(CC(=O)O)CCC